(4-cyanophenyl)sydnone C(#N)C1=CC=C(C=C1)[N+]=1[N-]OC(C1)=O